C(C)(C)OC1=CC(N(C=C1C=1C=NN(C1)[C@H](C)C1=CC=CC=C1)C)=O (R)-4-isopropoxy-1-methyl-5-(1-(1-phenylethyl)-1H-pyrazol-4-yl)pyridine-2(1H)-one